3-tert-butyl-5-[[(1R)-1-[3-(difluoromethyl)phenyl]ethyl]amino]-1,8-dimethyl-imidazo[4,5-g]phthalazin-2-one C(C)(C)(C)N1C(N(C2=CC=3C(=NN=C(C3C=C21)N[C@H](C)C2=CC(=CC=C2)C(F)F)C)C)=O